N-methyldecane-1,10-diamine CNCCCCCCCCCCN